7-((2-amino-4-(4-ethylpiperazin-1-yl)phenyl)amino)-3-(2,6-dichloro-3,5-dimethoxyphenyl)-1-ethyl-3,4-dihydropyrimido[4,5-d]pyrimidine-2(1H)-thione NC1=C(C=CC(=C1)N1CCN(CC1)CC)NC1=NC=C2C(=N1)N(C(N(C2)C2=C(C(=CC(=C2Cl)OC)OC)Cl)=S)CC